N-{[9-(4-fluorobenzyl)-beta-carbolin-3-yl]methyl}-9-benzyl-beta-carbolin-1-amine FC1=CC=C(CN2C3=CC=CC=C3C=3C=C(N=CC23)CNC2=NC=CC=3C4=CC=CC=C4N(C23)CC2=CC=CC=C2)C=C1